N-[(3S,4R,5R,6R)-4,5-bis(benzyloxy)-6-[(benzyloxy)methyl]oxan-3-yl]benzamide C(C1=CC=CC=C1)O[C@@H]1[C@H](CO[C@@H]([C@@H]1OCC1=CC=CC=C1)COCC1=CC=CC=C1)NC(C1=CC=CC=C1)=O